[C@H](C)(CC)[C@@H]1N(CC2=C(NC1=O)C=NC=C2C)C(=O)N (S)-3-((S)-sec-butyl)-6-methyl-2-oxo-1,2,3,5-tetrahydro-4H-pyrido[3,4-e][1,4]diazepine-4-carboxamide